C(C)N(C(=O)N[C@H](C(F)(F)F)CCC(F)(F)F)[C@H](C)C1=NC=C(C(=C1)C1=CC=2N(C(=C1)OC)N=CC2)OC 1-ethyl-3-((S)-1,1,1,5,5,5-hexafluoropentan-2-yl)-1-((R)-1-(5-methoxy-4-(7-methoxypyrazolo[1,5-a]pyridin-5-yl)pyridin-2-yl)ethyl)urea